methyl 3-(N-(4,5-dichloro-2-(piperidin-1-yl) phenyl) sulfamoyl)-4-methoxybenzoate ClC1=CC(=C(C=C1Cl)NS(=O)(=O)C=1C=C(C(=O)OC)C=CC1OC)N1CCCCC1